[C@H]12N(C[C@H](NC1)C2)C=2C=C1CN(C(C1=CC2F)=O)C2C(NC(CC2)=O)=O 3-(5-((1R,4R)-2,5-diazabicyclo[2.2.1]heptan-2-yl)-6-fluoro-1-oxoisoindolin-2-yl)piperidine-2,6-dione